C(C)(C)(C)OC(NCC1=NC=C(C=C1)C=O)=O ((5-formylpyridin-2-yl)methyl)carbamic acid tert-butyl ester